2-methyl-4,6-phenylene-diamine CC1=CC(=CC(=C1)N)N